(dimethylamino)-N-(2-hydroxyethyl)but-2-enamide CN(C)C(C(=O)NCCO)=CC